CS(=O)(=O)C1=NC(=NC(=C1)C(F)(F)F)N1C=NC(=C1)C(F)(F)F 4-(methylsulfonyl)-6-(trifluoromethyl)-2-(4-(trifluoromethyl)-1H-imidazol-1-yl)pyrimidine